C12CN(CC2C1)C1=C(C(=C(C(=C1)C)CN1N=CC(=C1)C(=O)OCC)Cl)C#N ethyl 1-[(4-{3-azabicyclo[3.1.0]hexan-3-yl}-2-chloro-3-cyano-6-methylphenyl)methyl]-1H-pyrazole-4-carboxylate